ClC=1C(N(C(N(C1C1=C(C=C(C=C1)F)Cl)C1=C(C(=CC(=C1)OC)OC)Cl)=O)C)=O 5-chloro-1-(2-chloro-3,5-dimethoxyphenyl)-6-(2-chloro-4-fluorophenyl)-3-methyl-2,4(1H,3H)-pyrimidinedione